ClC=1C2=C(N=CN1)N(C=C2CN2CCCC2)C2=C(C#N)C=CC=C2 (4-chloro-5-(pyrrolidin-1-ylmethyl)-7H-pyrrolo[2,3-d]pyrimidin-7-yl)benzonitrile